CC1=CC=C(COC2=NC=CC(=C2)CN)C=C1 (2-((4-methylbenzyl)oxy)pyridin-4-yl)methanamine